C(#N)C1=C(C=C(C(=C1)OCCOC)OCCOC)/N=C/N(C)C (E)-N'-(2-cyano-4,5-bis(2-methoxyethoxy)phenyl)-N,N-dimethylformamidine